C(C)C(COCCOCCOCCOCCOCCOCCO)CCCC Hexaethylene glycol mono-2-ethylhexyl ether